C(C1=CC2=C(N=C(N=C2)NC2C(CN(CC2([2H])[2H])S(=O)(=O)C)([2H])[2H])N(C1=O)[C@H]1[C@H](CCC1)C)([2H])([2H])[2H] (-)-6-(methyl-d3)-8-((1R,2S)-2-methylcyclopentyl)-2-((1-(methylsulfonyl)piperidin-4-yl-3,3,5,5-d4)-amino)pyrido[2,3-d]pyrimidin-7(8H)-one